NCCN(C)CCN N,N-di(2-aminoethyl)methanamine